C1OCC12CC(C2)COC2=NC1=C(C(=C(C=C1C(=N2)N2CC1CCC(C2)N1)C(F)(F)F)C1=CC=C(C=2SC(=C(C21)C#N)N)F)F 4-(2-((2-oxaspiro[3.3]heptan-6-yl)methoxy)-4-(3,8-diazabicyclo[3.2.1]oct-3-yl)-8-fluoro-6-(trifluoromethyl)quinazolin-7-yl)-2-amino-7-fluorobenzo[b]thiophene-3-carbonitrile